2-[5-amino-3-(4-methoxyphenyl)-1H-pyrazol-1-yl]thiazole-4-carboxylic acid NC1=CC(=NN1C=1SC=C(N1)C(=O)O)C1=CC=C(C=C1)OC